ClC1=NC=C(C(=C1)N1C(C(=C(C=C1C)[C@@H]1[C@H](C1)C1=CC=C(C=C1)F)Cl)=O)C 2',3-dichloro-4-((1S,2S)-2-(4-fluorophenyl)cyclopropyl)-5',6-dimethyl-2H-[1,4'-bipyridin]-2-one